FC(C1=NN=C(O1)C1=CN=C(S1)CN(S(=O)(=O)CC)C1=CC(=C(C=C1)F)F)F N-((5-(5-(difluoromethyl)-1,3,4-oxadiazol-2-yl)thiazol-2-yl)methyl)-N-(3,4-difluorophenyl)ethanesulfonamide